N-((3S,4R)-4-((6-(2,6-dichloro-3,5-dimethoxyphenyl)-8-oxo-7,8-dihydropyrido[3,4-d]pyrimidin-2-yl)amino)pyrrolidin-3-yl)acrylamide ClC1=C(C(=C(C=C1OC)OC)Cl)C1=CC2=C(N=C(N=C2)N[C@H]2[C@H](CNC2)NC(C=C)=O)C(N1)=O